2-(2,3-dihydrobenzo[b][1,4]dioxin-2-yl-6-d)-4,5-dihydro-1H-imidazole-4,4,5,5-d4 O1C2=C(OCC1C=1NC(C(N1)([2H])[2H])([2H])[2H])C=C(C=C2)[2H]